O=S1(C=2C=CC=C(N(CCCCCCC3=CC=CC=C3C3=CSC(N1)=N3)C[C@](C(=O)O)(CCC)C)N2)=O (2R)-2-[(2,2-dioxo-2λ6,5-dithia-3,20,25,26-tetrazatetracyclo[19.3.1.14,7.08,13]hexacosa-1(25),4(26),6,8,10,12,21,23-octaen-20-yl)methyl]-2-methyl-pentanoic acid